3-(4-(3-aminoazetidin-1-yl)-2,6-dichlorophenyl)piperidine-2,6-dione NC1CN(C1)C1=CC(=C(C(=C1)Cl)C1C(NC(CC1)=O)=O)Cl